[(1S,3R,7S,8S,8aR)-8-[2-[(2R,4R)-4-hydroxy-6-oxo-tetrahydropyran-2-yl]ethyl]-3,7-dimethyl-1,2,3,7,8,8a-hexahydronaphthalen-1-yl] (4-nitrophenyl) carbonate C(O[C@H]1C[C@H](C=C2C=C[C@@H]([C@@H]([C@@H]12)CC[C@H]1OC(C[C@@H](C1)O)=O)C)C)(OC1=CC=C(C=C1)[N+](=O)[O-])=O